[Si](C)(C)(C(C)(C)C)OCC1N(CCNC1)CC ((tert-butyldimethylsilyloxy)methyl)-1-ethylpiperazine